ClC1=CC=C(C=C1)C[C@H](CNCCC(F)F)N(C(OC(C)(C)C)=O)C tert-butyl (R)-(1-(4-chlorophenyl)-3-((3,3-difluoropropyl)amino) propan-2-yl)(methyl)carbamate